((3-nitro-4-(((tetrahydro-2H-pyran-4-yl)methyl)amino)phenyl)sulfonyl)benzamide [N+](=O)([O-])C=1C=C(C=CC1NCC1CCOCC1)S(=O)(=O)C1=C(C(=O)N)C=CC=C1